COC(=O)[C@@H]1[C@@H]2CC[C@H](CN1S(=O)(=O)C=1C=NC(=CC1)OC1=CC=C(C=C1)F)N2C(=O)N2CCOCC2.NC=2C=C(OC=1C=C(C=CC1)CC1=CC(=CC=C1)OC1=CC(=CC=C1)N)C=CC2 bis[3-(3-aminophenoxy)phenyl]methane methyl-(1S,2S,5R)-3-((6-(4-fluorophenoxy)pyridin-3-yl)sulfonyl)-8-(morpholine-4-carbonyl)-3,8-diazabicyclo[3.2.1]octane-2-carboxylate